(8E)-dodecen-1-ol C(=CCCCCCCCCCC)O